1-(5-Amino-2-methoxyphenyl)-N4-methylterephthalamide NC=1C=CC(=C(C1)C1(C(=O)N)CC=C(C(=O)NC)C=C1)OC